4-(2-(5-([1,1'-biphenyl]-2-oxy)pentanoylamino)benzoylamino)benzoic acid C=1(C(=CC=CC1)OCCCCC(=O)NC1=C(C(=O)NC2=CC=C(C(=O)O)C=C2)C=CC=C1)C1=CC=CC=C1